8-((2S,5R)-2,5-dimethylpiperazin-1-yl)-5-methyl-6-oxo-5,6-dihydro-1,5-naphthyridine-2-carbonitrile C[C@@H]1N(C[C@H](NC1)C)C1=CC(N(C=2C=CC(=NC12)C#N)C)=O